4-(5H-imidazo[5,1-a]isoindol-5-yl)-1-(methylsulfonyl)piperidin-3-ol methyl-4-amino-3-chloro-5-fluoro-6-(7-fluoro-1H-indol-6-yl)pyridine-2-carboxylate CN1C(C(=C(C(=C1C1=CC=C2C=CNC2=C1F)F)N)Cl)C(=O)OC1CN(CCC1C1N2C(C3=CC=CC=C13)=CN=C2)S(=O)(=O)C